C(CCCCCC)N1C=[N+](C=C1)C 1-Heptyl-3-methylimidazolium